FC(C)C1=CC(=NC=N1)N 6-(1-fluoroethyl)pyrimidin-4-amine